F[C@@H](C(=O)OCC)C (R)-Ethyl 2-fluoropropanoate